N-(1-bromo-6-(2-chloro-5-fluorophenyl)-6-hydroxy-8-oxo-3-(2,2,2-trifluoroethyl)-3,6,7,8-tetrahydropyrrolo[3,4-e]indazol-5-yl)-3-fluoro-5-(trifluoromethyl)benzamide BrC1=NN(C=2C=C(C3=C(C12)C(NC3(O)C3=C(C=CC(=C3)F)Cl)=O)NC(C3=CC(=CC(=C3)C(F)(F)F)F)=O)CC(F)(F)F